COC1(COC1)C1=CC=C(C=C1)C(=O)N1CC2CN(CC2C1)C1=NC=C(C=C1)C(F)(F)F (4-(3-methoxyoxetan-3-yl)phenyl)(5-(5-(trifluoromethyl)pyridin-2-yl)hexahydropyrrolo[3,4-c]pyrrol-2(1H)-yl)methanone